tert-butyl 5-(((5-cyclohexylpyridin-2-yl)methyl)amino)-6-fluoro-1-oxoisoindoline-2-carboxylate C1(CCCCC1)C=1C=CC(=NC1)CNC=1C=C2CN(C(C2=CC1F)=O)C(=O)OC(C)(C)C